C(C)N[Si](C1CCCCC1)(C1CCCCC1)NCC bis(ethylamino)dicyclohexyl-silane